SCCC(=O)O.SCCC(=O)O.OCCSCCO Hydroxyethyl sulfide bis(3-mercaptopropionate)